Dimethyldodecyltriphenylsilylpropylammonium bromide [Br-].C[N+](CCC[Si](C1=CC=CC=C1)(C1=CC=CC=C1)C1=CC=CC=C1)(CCCCCCCCCCCC)C